FC1=NC(=CC(=C1)C1CCOCC1)S(=O)(=O)C 2-fluoro-6-(methylsulfonyl)-4-(tetrahydro-2H-pyran-4-yl)pyridine